(R or S)-2-(2-bromo-5-methyl-8-oxo-5,8-dihydrospiro[cyclopenta[d][1,2,4]triazolo[1,5-a]pyrimidine-7,4'-piperidin]-4(6H)-yl)-N-(2-chloro-4-(trifluoromethyl)phenyl)acetamide BrC1=NN2C(N(C3=C(C2=O)C2(CCNCC2)C[C@H]3C)CC(=O)NC3=C(C=C(C=C3)C(F)(F)F)Cl)=N1 |o1:17|